3-(6-(1,1-difluoroethyl)pyrimidin-4-yl)-3,6-diazabicyclo[3.2.1]octane FC(C)(F)C1=CC(=NC=N1)N1CC2CNC(C1)C2